methyl 6-bromopyrimidine-3-carboxylate BrC=1C=CN(CN1)C(=O)OC